ClC1=CC=C(C=C1)S(=O)(=N)C 4-chlorophenyl-methyl-sulfoximine